FC=1C=C(C(=NC1)C1(C=C(C(C(C1)(C)C)=O)C#N)OC)C1=CC=C(C=C1)F 3-[5-fluoro-3-(4-fluorophenyl)pyridin-2-yl]-3-methoxy-5,5-dimethyl-6-oxocyclohex-1-ene-1-carbonitrile